CS(=O)(=O)C1=CC(=C(C=C1)NCC#CC=1N(C2=CC=CC(=C2C1)NC(C)=O)CC(F)(F)F)OC N-(2-{3-[(4-methane-sulfonyl-2-methoxy-phenyl)amino]prop-1-yn-1-yl}-1-(2,2,2-trifluoroethyl)-1H-indol-4-yl)acetamide